O=S1(C=CC=C1)=O diketothiophene